C(\C=C\C(=O)O)(=O)O.FC(CCNCCC[C@H](C(C)C)N1CC2(C1)CN(CC2)C=2N=CN=NC2OC2=C(C(=O)N(C(C)C)CC)C=C(C=C2)F)F (R)-2-((5-(2-(6-((3,3-difluoropropyl)amino)-2-methylhexan-3-yl)-2,6-diazaspiro[3.4]oct-6-yl)-1,2,4-triazin-6-yl)oxy)-N-ethyl-5-fluoro-N-isopropylbenzamide fumarate